2-(3'-tert-butyl-5'-[2-(2-ethylhexyloxy)carbonylethyl]-2'-hydroxyphenyl)benzotriazole methyl-7-(1-hydroxycyclopropyl)-2-methylpyrazolo[1,5-a]pyridine-5-carboxylate COC(=O)C1=CC=2N(C(=C1)C1(CC1)O)N=C(C2)C.C(C)(C)(C)C=2C(=C(C=C(C2)CCC(=O)OCC(CCCC)CC)N2N=C1C(=N2)C=CC=C1)O